ClC=1C=C(C=CC1F)NC1=NC=NC2=CC=C(C=C12)C=1C=NC(=CC1)OC N-(3-chloro-4-fluorophenyl)-6-(6-methoxypyridin-3-yl)quinazolin-4-amine